ClC=1C=NN(C1C1=NN2C(N(C(CC2)=O)CC2=CC(=C(C=C2)C2=NC=CC=C2OC)Cl)=C1)C(C)C 2-(4-chloro-1-isopropyl-1H-pyrazol-5-yl)-4-(3-chloro-4-(3-methoxypyridin-2-yl)benzyl)-6,7-dihydropyrazolo[1,5-a]pyrimidin-5(4H)-one